ClC=1C(=NC(=NC1)NC1=C(C=C(C=C1)N1CCC(CC1)N(C)CC1=C2CN(C(C2=CC=C1)=O)C1C(NC(CC1)=O)=O)OC)NC1=C(C=CC=C1)P(=O)(OC)OC 3-(4-(((1-(4-((5-chloro-4-((2-(dimethylphosphono)phenyl)amino)pyrimidin-2-yl)amino)-3-methoxyphenyl)piperidin-4-yl)(methyl)amino)methyl)-1-oxoisoindoline-2-yl)piperidine-2,6-dione